3-chloro-5-methyl-4-((1-methyl-1H-benzo[d][1,2,3]triazol-5-yl)oxy)aniline ClC=1C=C(N)C=C(C1OC1=CC2=C(N(N=N2)C)C=C1)C